C1(CCC1)S(=O)(=O)C=1C=C(OC[C@H]2OC2)C=CC1 (S)-2-((3-(cyclobutylsulfonyl)phenoxy)methyl)oxirane